butyl carbamimidate C(N)(OCCCC)=N